N-((2-(6-(3-ethyl-3-hydroxypyrrolidin-1-yl)pyridin-2-yl)-1,6-naphthyridin-7-yl)methyl)-4-methyl-3-(methylsulfonyl)benzamide C(C)C1(CN(CC1)C1=CC=CC(=N1)C1=NC2=CC(=NC=C2C=C1)CNC(C1=CC(=C(C=C1)C)S(=O)(=O)C)=O)O